FC(C1=CC=C(C=C1)C=1C=2N(C=C(N1)C1CN(C1)C(=O)OC(C)(C)C)C=CN2)(F)F tert-butyl 3-(8-(4-(trifluoromethyl)phenyl)imidazo[1,2-a]pyrazin-6-yl)azetidine-1-carboxylate